C(C)OC(=O)C=1N(C(C(=CC1C(=C)C)C(=O)OCC)=O)C1=CC=C(C=C1)F.C[Si](N[Si](C)(C)C)(C)C.[Si] silicon (hexamethyl)Disilazane diethyl-1-(4-fluorophenyl)-6-oxo-3-(prop-1-en-2-yl)-1,6-dihydropyridine-2,5-dicarboxylate